C(C)C1=NN=C2N1C[C@@H](CC2)N2N=C1N=C(C=NC1=C2)C2=C(C=C(C=C2C)C(F)(F)F)O |o1:8| (R or S)-2-(2-(3-ethyl-5,6,7,8-tetrahydro-[1,2,4]triazolo[4,3-a]pyridin-6-yl)-2H-pyrazolo[3,4-b]pyrazin-6-yl)-3-methyl-5-(trifluoromethyl)phenol